N(=[N+]=[N-])NC(CC(CN=[N+]=[N-])[N+](=O)[O-])[N+](=O)[O-] 1,5-diazido-2,4-dinitroazapentane